4-(4-chloro-6-methyl-quinazoline-2-yl)-2,3,4,5-tetrahydrobenzo[1,4]Thiazepine-1,1-dioxide ClC1=NC(=NC2=CC=C(C=C12)C)N1CCS(C2=C(C1)C=CC=C2)(=O)=O